butyl-(±)-2-(2-carbamoylhydrazono)-3,3-dimethoxy-8-azabicyclo[3.2.1]octane-8-carboxylate C(CCC)OC(=O)N1C2C(C(CC1CC2)(OC)OC)=NNC(N)=O